C1(CCC1)CNCC=1C=CC=2N(C1)C=C(N2)CN2N=NC(=C2)C2=C1C=NNC1=CC(=C2)C(=O)N2CCOCC2 [4-[1-[[6-[(cyclobutylmethylamino)methyl]imidazo[1,2-a]pyridin-2-yl]methyl]triazol-4-yl]-1H-indazol-6-yl]-morpholino-methanone